methoxyethylpropylamine COCCNCCC